FC1=CC(=C(C=C1)NC1=C(C(=O)O)C=C(C(=C1)C(F)(F)F)OC)C 2-((4-fluoro-2-methylphenyl)-amino)-5-methoxy-4-(trifluoromethyl)benzoic acid